1'',2''-dihydrodispiro[1,3-dioxolane-2,1'-cyclohexane-4',3''-indole] N1CC2(C3=CC=CC=C13)CCC1(CC2)OCCO1